NC1=C(C(=NN1C1COCCC1)C1=CC(=C(C(=C1)F)CC=1C(=C(C(=O)N)C=C(C1)F)OC)F)C#N [(4-(5-Amino-4-cyano-1-tetrahydropyran-3-yl-pyrazol-3-yl)-2,6-difluoro-phenyl)methyl]-5-fluoro-2-methoxy-benzamide